1-[4-(difluoromethyl) benzenesulfonyl]-5-fluoro-1,2-dihydrospiro[indole-3,4'-piperidine]-1'-carboxylate FC(C1=CC=C(C=C1)S(=O)(=O)N1CC2(CCN(CC2)C(=O)[O-])C2=CC(=CC=C12)F)F